2-((2-(Didodecylamino)ethyl)(nonyl)amino)-1-(4-(dinonylglycyl)piperazin-1-yl)ethan C(CCCCCCCCCCC)N(CCN(CCN1CCN(CC1)C(CN(CCCCCCCCC)CCCCCCCCC)=O)CCCCCCCCC)CCCCCCCCCCCC